COC(=O)C1=NNC(C(=C1)C)=O.COC=1C(=NC(=NC1)NC1=CC=C(C=C1)N1CCN(CC1)C)NC1=C(C=CC=C1C)NC(C=C)=O N-(2-((5-methoxy-2-((4-(4-methylpiperazin-1-yl)phenyl)amino)pyrimidin-4-yl)amino)-3-methylphenyl)acrylamide methyl-5-methyl-6-oxo-1H-pyridazine-3-carboxylate